(E)-N-(4-(7H-pyrrolo[2,3-d]pyrimidin-7-yl)pyridin-2-yl)-3-(furan-2-yl)acrylamide N1=CN=CC2=C1N(C=C2)C2=CC(=NC=C2)NC(\C=C\C=2OC=CC2)=O